bis(4-hydroxyphenyl) 4,4'-(butane-1,4-diylbis(oxy))dibenzoate C(CCCOC1=CC=C(C(=O)OC2=CC=C(C=C2)O)C=C1)OC1=CC=C(C(=O)OC2=CC=C(C=C2)O)C=C1